S(=O)(=O)(O)CCO.[Sn] tin isethionic acid